CC1N(C(N(C1C)C=1C=C2CN(C(C2=CC1)=O)C1C(N(C(CC1)=O)COCC[SiH](C)C)=O)=O)C1=CC=CC=C1 3-(5-(4,5-dimethyl-2-oxo-3-phenylimidazolidin-1-yl)-1-oxoisoindolin-2-yl)-1-((2-(dimethylsilyl)ethoxy)methyl)piperidine-2,6-dione